C(C)[SiH](OCCCOC)CC diethyl-methoxypropoxysilane